7-(2-(1H-indol-3-yl)ethoxy)-5-(4-fluorophenyl)thiazolo[5,4-d]pyrimidine N1C=C(C2=CC=CC=C12)CCOC=1C2=C(N=C(N1)C1=CC=C(C=C1)F)SC=N2